bis(2,4,6-trimethoxyphenyl)-oxamide COC1=C(C(=CC(=C1)OC)OC)NC(C(NC1=C(C=C(C=C1OC)OC)OC)=O)=O